ClC1=C(C=C(C=C1F)CCC(=O)OC(C)(C)C)F tert-Butyl 3-(4-chloro-3,5-difluorophenyl)propanoate